7-{[8-(4-fluoro-2-methoxyphenyl)quinazolin-2-yl]amino}-N-(piperidin-4-yl)-2,3-dihydro-1-benzofuran-4-carboxamide FC1=CC(=C(C=C1)C=1C=CC=C2C=NC(=NC12)NC=1C=CC(=C2CCOC21)C(=O)NC2CCNCC2)OC